ClC1=CC2=C(C=N1)C=C(N2C)C2=CC(=NC=C2)C 6-chloro-1-methyl-2-(2-methylpyridin-4-yl)-1H-pyrrolo[3,2-c]Pyridine